CCCC[C@H](/C=C\\C/C=C\\C/C=C\\C/C=C\\CCCC(=O)[O-])O The molecule is a 16-HETE(1-) that is the conjugate base of 16(R)-HETE, obtained by deprotonation of the carboxy group; major species at pH 7.3. It is a conjugate base of a 16(R)-HETE. It is an enantiomer of a 16(S)-HETE(1-).